ClC1=C(C(=C(C=C1OC)OC)Cl)N1C(N(C2=NC(=NC=C2C1)NC=1C=C(C=CC1)C)C1CCN(CC1)C(\C=C\CN(C)C)=O)=O (E)-3-(2,6-dichloro-3,5-dimethoxyphenyl)-1-(1-(4-(dimethylamino)-but-2-enoyl)piperidin-4-yl)-7-(m-tolylamino)-3,4-dihydropyrimido[4,5-d]-pyrimidin-2(1H)-one